C[C@@H]1N(C2=CC=CC=C2[C@@H](C1)NC1=CC=C(C=C1)C=1CCN(CC1)C(=O)OC(C)(C)C)C(CC)=O tert-butyl 4-(4-(((2s,4r)-2-methyl-1-propionyl-1,2,3,4-tetrahydroquinolin-4-yl) amino) phenyl)-3,6-dihydropyridine-1(2H)-carboxylate